6-((S)-1-(4-fluorophenyl)ethyl)-3-methyl-N-((S)-1-methylpyrrolidin-3-yl)-1,2,4-triazin-5-amine FC1=CC=C(C=C1)[C@H](C)C1=C(N=C(N=N1)C)N[C@@H]1CN(CC1)C